ClC=1C=CC(=C(C1)C1=CC(N(C=C1F)C(CC1=CC=CC=C1)C1=NC2=C(N1)C=CC(=C2)C(=O)O)=O)N2N=NN=C2 2-(1-(4-(5-chloro-2-(1H-tetrazol-1-yl)phenyl)-5-fluoro-2-oxopyridin-1(2H)-yl)-2-phenylethyl)-1H-benzo[d]imidazole-5-carboxylic acid